1-tert-butyl-3-iodo-benzene C(C)(C)(C)C1=CC(=CC=C1)I